C(=O)(C(=C)C)OCCC[Si](OC)(OC)OC 3-methacryl-oxypropyl-trimethoxysilane